(E)-5-(3-(tert-butoxy)-3-oxoprop-1-en-1-yl)-2-methoxybenzoic acid methyl ester COC(C1=C(C=CC(=C1)\C=C\C(=O)OC(C)(C)C)OC)=O